ClC1=C(C=CC(=N1)C(=O)NC([2H])([2H])[2H])N1CCN(CC1)CC=1C=C2NC(C(=NC2=CC1)CCC)=O 6-chloro-N-(methyl-d3)-5-(4-((3-oxo-2-propyl-4H-quinoxalin-6-yl)methyl)piperazin-1-yl)pyridine-2-carboxamide